2-((3R,5R)-3,5-dimethyltetrahydro-2H-pyran-4-yl)-6-((2-methyl-6-(trifluoromethyl)pyridin-3-yl)sulfonyl)-2,6-diazaspiro[3.3]heptane C[C@H]1COC[C@@H](C1N1CC2(C1)CN(C2)S(=O)(=O)C=2C(=NC(=CC2)C(F)(F)F)C)C